ClC=1C(=NC(=NC1)NC1=C(C=C(C(=C1)C)CC#N)OC)NC1=C(C(=O)NC)C=CC=C1 2-((5-chloro-2-((4-(cyanomethyl)-2-methoxy-5-methylphenyl)amino)pyrimidin-4-yl)amino)-N-methylbenzamide